CN(C(C)C=1C=C(C=CC1)B(O)O)C (3-[1-(DIMETHYLAMINO)ETHYL]PHENYL)BORONIC ACID